(R)-8-hydroxy-3,5-dimethyl-1-oxoisochromane-7-carbaldehyde OC=1C(=CC(=C2C[C@H](OC(C12)=O)C)C)C=O